(E)-6-amino-4-(2-ethoxyvinyl)-7-(3-methoxy-2,6-dimethylphenyl)-2-methyl-7H-pyrrolo[2,3-d]pyrimidine-5-carbonitrile NC1=C(C2=C(N=C(N=C2\C=C\OCC)C)N1C1=C(C(=CC=C1C)OC)C)C#N